NC1=CC=CC(=N1)S(=O)(=O)NC(=O)C=1C(=NC=C(C1)C1=CC(=CC(=C1)Cl)Cl)N1C(CC(C1)C)(C)C N-[(6-Amino-2-pyridyl)sulfonyl]-5-(3,5-dichlorophenyl)-2-(2,2,4-trimethylpyrrolidin-1-yl)pyridin-3-carboxamid